5'-amino-4,4-difluoro-1'-methyl-spiro[cyclohexane-1,3'-indoline]-2'-one NC=1C=C2C3(C(N(C2=CC1)C)=O)CCC(CC3)(F)F